1-Methyl-5-(2-(methyl-(2,2,6,6-tetramethylpiperidin-4-yl)amino)-5H-isochromeno[3,4-d]thiazol-7-yl)pyridin-2(1H)-one CN1C(C=CC(=C1)C=1C=CC2=C(C1)COC=1N=C(SC12)N(C1CC(NC(C1)(C)C)(C)C)C)=O